C1(CC1)N1N=CC(=C1)N1C(=CC(C2=CC(=C(C=C12)\C=C\OCC)F)=O)C (E)-1-(1-cyclopropyl-1H-pyrazol-4-yl)-7-(2-ethoxyvinyl)-6-fluoro-2-methylquinolin-4(1H)-one